N[C@H](C(=O)O)CC1=CC=C(C=C1)C=1C(=NN(C1)C)NC(C1=CC=NC=C1)=O (S)-2-amino-3-(4-(3-(isonicotinamido)-1-methyl-1H-pyrazol-4-yl)phenyl)propanoic acid